COC(=O)C1=NN(C(C=C1)=O)C 1-methyl-6-oxo-1,6-dihydropyridazine-3-carboxylic acid methyl ester